3-(5-(difluoromethyl)-1,3,4-thiadiazol-2-yl)-1-ethyl-N-(3-(fluoromethyl)oxetan-3-yl)-7-(6-methyl-1,2,3,6-tetrahydropyridin-4-yl)-2-oxo-2,3-dihydro-1H-benzo[d]imidazole-5-sulfonamide FC(C1=NN=C(S1)N1C(N(C2=C1C=C(C=C2C=2CCNC(C2)C)S(=O)(=O)NC2(COC2)CF)CC)=O)F